(+)-4-(thiophen-3-yl)-3-tosyl-chroman-2-one [1-[[4-[(3-nitro-6-phenyl-2-pyridyl)amino]phenyl]methyl]-4-piperidyl]carbamate [N+](=O)([O-])C=1C(=NC(=CC1)C1=CC=CC=C1)NC1=CC=C(C=C1)CN1CCC(CC1)NC(O)=O.S1C=C(C=C1)C1C(C(OC2=CC=CC=C12)=O)S(=O)(=O)C1=CC=C(C)C=C1